C(#N)C=1C(=NC(=CC1C(F)(F)F)C(F)(F)F)N1C(=CC=C1)C(=O)N(CCOC)C1=CC=C(C=C1)F 1-(3-cyano-4,6-bis(trifluoromethyl)pyridin-2-yl)-N-(4-fluorophenyl)-N-(2-methoxyethyl)-1H-pyrrole-2-carboxamide